ClC=1C=C(C(=C(C#N)C1)F)OC1=C(N=CNC1=O)C(F)(F)F 5-chloro-2-fluoro-3-((6-oxo-4-(trifluoromethyl)-1,6-dihydropyrimidin-5-yl)oxy)benzonitrile